N1[C@@H](CCC1)CC(=O)O L-β-Homoproline